NCNCC[Si](O)(O)O N-(1-aminomethyl)-2-aminoethylsilantriol